O=C1NC(CCC1OCCC1=CC=C(C=C1)C1CCN(CC1)C(CCCCCCCNC(=O)C=1C=NN2C1N=C(C=C2)N2[C@H](CCC2)C2=C(C=CC(=C2)F)F)=O)=O |r| N-[8-[4-[4-[2-[(2,6-dioxo-3-piperidyl)oxy]ethyl]phenyl]-1-piperidyl]-8-oxo-octyl]-5-[rac-(2R)-2-(2,5-difluorophenyl)pyrrolidin-1-yl]pyrazolo[1,5-a]pyrimidine-3-carboxamide